COC1=C(C(=CC=C1)OC)C1=CNC2=NC(=CC=C21)NC(=O)C2C([C@@H]2F)CN2CCN(CC2)C trans-N-(3-(2,6-dimethoxyphenyl)-1H-pyrrolo[2,3-b]pyridin-6-yl)-3(S)-fluoro-2-((4-methylpiperazin-1-yl)methyl)cyclopropane-1-carboxamide